FC1=C2CN(C(C2=CC(=C1C)CC1=CC=C(C=C1)C1=NN(C=C1)C)=O)[C@H]1COCC[C@@H]1O 4-fluoro-2-[(3S,4S)-4-hydroxytetrahydro-2H-pyran-3-yl]-5-methyl-6-[4-(1-methyl-1H-pyrazol-3-yl)benzyl]-2,3-dihydro-1H-isoindol-1-one